N-(4-(7-bromo-1-methyl-2-oxo-1,4-dihydro-2H-spiro[pyrido[2,3-b]pyrazine-3,3'-pyrrolidine]-1'-carbonyl)-2-(trifluoromethyl)phenyl)acrylamide BrC1=CC2=C(NC3(CN(CC3)C(=O)C3=CC(=C(C=C3)NC(C=C)=O)C(F)(F)F)C(N2C)=O)N=C1